C(\C(\C)=C/C(=O)[O-])(=O)[O-].C(C)[N+](CC)(CC)CC.C(C)[N+](CC)(CC)CC tetraethylammonium citraconate